NC1=NC=C(C2=C1C(=C(N2C)C2=CC=C(C=C2)NC(C(=C)F)=O)C2=CC=C(C=C2)OC2=NC(=CC=C2)C)C#N N-(4-(4-amino-7-cyano-1-methyl-3-(4-((6-methylpyridin-2-yl)oxy)phenyl)-1H-pyrrolo[3,2-c]pyridin-2-yl)phenyl)-2-fluoroacrylamide